2,3,6-Triethyl-4-methylphenol C(C)C1=C(C(=CC(=C1CC)C)CC)O